FC1=C(C=CC=C1)C1=NN(C=C1C1=NC=NC2=CC(=C(C=C12)OS(=O)(=O)C(F)(F)F)OC)C trifluoromethanesulfonic acid 4-(3-(2-fluorophenyl)-1-methyl-1H-pyrazol-4-yl)-7-methoxyquinazolin-6-yl ester